(1s,3r)-3-(((6-(2-chloro-3-(5-chloro-6-(4-((((1r,3s)-3-hydroxycyclobutyl)amino)methyl)-3-methoxyphenyl)pyrimidin-4-yl)phenyl)-2-methoxypyridin-3-yl)methyl)amino)cyclobutan-1-ol ClC1=C(C=CC=C1C1=NC=NC(=C1Cl)C1=CC(=C(C=C1)CNC1CC(C1)O)OC)C1=CC=C(C(=N1)OC)CNC1CC(C1)O